N-[4-(3-cyanophenyl)-5-[5-methyl-6-(triazol-2-yl)-3-pyridinyl]thiazol-2-yl]-2-oxa-6-azaspiro[3.3]heptane-6-carboxamide C(#N)C=1C=C(C=CC1)C=1N=C(SC1C=1C=NC(=C(C1)C)N1N=CC=N1)NC(=O)N1CC2(COC2)C1